6-(2,6-dichlorophenyl)-8-methyl-2-{[4-(1-methylpiperidin-4-yl)phenyl]amino}pyrido[2,3-d]pyrimidin-5(8H)-one ClC1=C(C(=CC=C1)Cl)C=1C(C2=C(N=C(N=C2)NC2=CC=C(C=C2)C2CCN(CC2)C)N(C1)C)=O